(R)-N-(2-(1-(3-chloro-4-((3,5-difluoropyridin-2-yl)methoxy-d2)-5',6-dimethyl-2-oxo-2H-[1,4'-bipyridin]-2'-yl)-4-methyl-1H-pyrazol-3-yl)propan-2-yl)acetamide ClC=1C(N(C(=CC1OC([2H])([2H])C1=NC=C(C=C1F)F)C)C1=CC(=NC=C1C)N1N=C(C(=C1)C)C(C)(C)NC(C)=O)=O